2-(2-nitrophenylsulfonamido)butyric acid methyl ester COC(C(CC)NS(=O)(=O)C1=C(C=CC=C1)[N+](=O)[O-])=O